3-fluoro-N-(3-fluoro-2,6-diisopropylphenylcarbamoyl)-5-(2-hydroxypropan-2-yl)benzenesulfonamide FC=1C=C(C=C(C1)C(C)(C)O)S(=O)(=O)NC(NC1=C(C(=CC=C1C(C)C)F)C(C)C)=O